(2S,3R,5R)-3-(5-((3,4-dihydroxybenzamido)methyl)isoxazol-3-yl)-3-methyl-7-oxo-4-thia-1-azabicyclo[3.2.0]heptane-2-carboxylic acid 4,4-dioxide OC=1C=C(C(=O)NCC2=CC(=NO2)[C@]2([C@@H](N3C(C[C@H]3S2(=O)=O)=O)C(=O)O)C)C=CC1O